C(C)C(C(=O)Cl)CCCC 2-ethylhexanoyl chloride